COC(C(=O)OC)C1=CC(=CC=C1)N1CC(C1)OC methyl 2-methoxy-2-[3-(3-methoxy azetidin-1-yl) phenyl]Acetate